NC1=NC(=NC=C1C(CO)(COC)C)SC 2-(4-amino-2-(methylthio)pyrimidin-5-yl)-3-methoxy-2-methyl-propan-1-ol